C(C)(C)(C)OC(=O)NC[C@H](C)N1C=NC=C1C(=O)OC Methyl (S)-1-(1-((tert-butoxycarbonyl) amino) propan-2-yl)-1H-imidazole-5-carboxylate